N[C@@H]1C[C@H](CCC1)OC1=C(C(=CC=C1)OC)C1=CC(=NN1)NC=1N=CC(=NC1)C#N 5-[[5-[2-[(1S,3S)-3-aminocyclohexoxy]-6-methoxy-phenyl]-1H-pyrazol-3-yl]amino]pyrazine-2-carbonitrile